N-(4-Chloro-2,3-difluoro-phenyl)-6-[(3S)-pyrrolidin-3-yl]oxy-pyrido[3,2-d]pyrimidin-4-amine ClC1=C(C(=C(C=C1)NC=1C2=C(N=CN1)C=CC(=N2)O[C@@H]2CNCC2)F)F